(3-aminopropyl)-4-aminobutanal C(CC(CCN)C=O)CN